1,1,1,3,5,5,5-heptafluoro-2,4-pentandione FC(C(C(C(C(F)(F)F)=O)F)=O)(F)F